COC=1C=C2C(=CC=NC2=CC1OC)OC1=CC=C(C=C1)N1C(N(C[C@@H]1O)C=1C=NC=C(C1)C(F)(F)F)=O (4S)-3-[4-[(6,7-dimethoxy-4-quinolyl)oxy]phenyl]-4-hydroxy-1-[5-(trifluoromethyl)-3-pyridyl]imidazolidin-2-one